N-methyl-o-phenylenediamine hydrochloride Cl.CNC1=C(C=CC=C1)N